methyl (S)-2-(2-fluoro-4-(4,4,5,5-tetramethyl-1,3,2-dioxaborolan-2-yl)benzyl)-1-(oxetan-2-ylmethyl)-1H-thieno[2,3-d]imidazole-5-carboxylate FC1=C(CC=2N(C3=C(N2)SC(=C3)C(=O)OC)C[C@H]3OCC3)C=CC(=C1)B1OC(C(O1)(C)C)(C)C